ClC1=C(C=CC(=C1Cl)S(N[C@H](C(F)(F)F)C)(=O)=O)C1=C(N=C(S1)C(=O)N)C(=O)N1CCC(CC1)F (S)-5-(2,3-dichloro-4-(N-(1,1,1-trifluoropropan-2-yl)sulfamoyl)phenyl)-4-(4-fluoropiperidine-1-carbonyl)thiazole-2-carboxamide